CC1(COC1)COC(NS(=O)(=O)C=1SC(=CC1C1=CC=C(C=C1)CN1C(=NC=C1)Cl)CC(C)C)=O (3-(4-((2-Chloro-1H-imidazol-1-yl)methyl)phenyl)-5-isobutylthiophene-2-yl)sulfonylcarbamic acid 3-methyloxetan-3-ylmethyl ester